C(C)OC(=O)C=1N=C(N(C1SCC)C)Br Ethyl-2-bromo-5-(ethylsulfanyl)-1-methyl-1H-imidazol-4-carboxylat